NC1(CC1)CC(C)(O)C 1-(1-aminocyclopropyl)-2-methylpropan-2-ol